OC[C@H](C1=CC=CC=C1)NC1=CC(=NC=C1C1=NC(=NO1)C12CCN(CC1)CC2)NC2=CC=C1C(N3C(C1=C2)(C=CC3=C)C)=O 8-((4-(((S)-2-hydroxy-1-phenylethyl)amino)-5-(3-(quinuclidin-4-yl)-1,2,4-oxadiazol-5-yl)pyridin-2-yl)amino)-9b-methyl-3-methylene-3,9b-dihydro-5H-pyrrolo[2,1-a]isoindol-5-one